C(=O)C1=CC(=C(OC2=C(C=C(C#N)C=C2)C(F)(F)F)C=C1)OC 4-(4-formyl-2-methoxyphenoxy)-3-trifluoromethyl-benzonitrile